N[C@@H](C(=O)O)CNC(C1=C(C=CC(=C1)C=1C(=NN(C1C)C)C)F)=O (R)-2-amino-3-(2-fluoro-5-(1,3,5-trimethyl-1H-pyrazol-4-yl)benzamido)propanoic acid